ClC1=CC=C(C=C1)C=1C(N(C=C(C1)C)C1=CC=CC=C1)=O 3-(4'-Chlorophenyl)-5-Methyl-1-phenyl-2(1H)pyridone